C(C)(=O)OC(C(=O)NC)[C@H](C[C@H]1C(NCC1)=O)NC([C@H](CC(C)C)NC(=O)C1(C2=CC=CC=C2C=2C=CC=CC12)O)=O (3S)-3-((S)-2-(9-hydroxy-9H-fluorene-9-carboxamido)-4-methylpentanamido)-1-(methylamino)-1-oxo-4-((S)-2-oxopyrrolidin-3-yl)butan-2-yl acetate